(2R)-2-hydroxy-3-hexanone O[C@H](C)C(CCC)=O